3-((2-laurylamino-2-oxoethyl) dimethyl-ammonio)-propanesulfonate C(CCCCCCCCCCC)NC(C[N+](CCCS(=O)(=O)[O-])(C)C)=O